tert-butyl 2-(diethoxyphosphoryl)-3-(3-(4-(1,1-difluoropropyl)phenyl)-1,2,4-oxadiazol-5-yl)propanoate C(C)OP(=O)(OCC)C(C(=O)OC(C)(C)C)CC1=NC(=NO1)C1=CC=C(C=C1)C(CC)(F)F